N-((2-(2-((cis)-2,6-dimethylmorpholino)pyrimidin-4-yl)-1,6-naphthyridin-7-yl)methyl)-5-(methylsulfonyl)-6-(trifluoromethyl)nicotinamide C[C@@H]1O[C@@H](CN(C1)C1=NC=CC(=N1)C1=NC2=CC(=NC=C2C=C1)CNC(C1=CN=C(C(=C1)S(=O)(=O)C)C(F)(F)F)=O)C